BrC=1C=C(C=CC1)C(C(=O)OC)C(=O)OC dimethyl 2-(3-bromophenyl)propanedioate